C(C)C1=NC(=NO1)C=1C=C2CC[C@H](C2=CC1)NC(C)=O (R)-N-(5-(5-ethyl-1,2,4-oxadiazol-3-yl)-2,3-dihydro-1H-inden-1-yl)acetamide